2-((7-((5-chloropyridin-2-yl)methyl)-1-(3-hydroxypropyl)-3-methyl-2,6-dioxo-2,3,6,7-tetrahydro-1H-purin-8-yl)oxy)benzonitrile ClC=1C=CC(=NC1)CN1C(=NC=2N(C(N(C(C12)=O)CCCO)=O)C)OC1=C(C#N)C=CC=C1